FC1=C(C=C(CN2C3=C(C(=C(CC2=O)C(=O)NC)O)C=CC(=C3)C(F)(F)F)C=C1)C 1-(4-fluoro-3-methylbenzyl)-5-hydroxy-N-methyl-2-oxo-8-(trifluoromethyl)-2,3-dihydro-1H-benzo[b]azepine-4-carboxamide